tert-butyl (2S)-2-(((2S)-4-(benzylamino)-3-hydroxy-4-oxo-1-((S)-2-oxopyrrolidin-3-yl) butan-2-yl) carbamoyl)-4,4-dimethylpiperidine-1-carboxylate C(C1=CC=CC=C1)NC(C([C@H](C[C@H]1C(NCC1)=O)NC(=O)[C@H]1N(CCC(C1)(C)C)C(=O)OC(C)(C)C)O)=O